C(C)C1CN2C(OC1)=C(C(=N2)C2=C(C=CC=C2)F)C(=O)N[C@@H]2C(NC1=C(C(=N2)C2=CC=CC=C2)C=CC=C1F)=O 6-Ethyl-N-[(3S)-9-fluoro-2-oxo-5-phenyl-2,3-dihydro-1H-1,4-benzodiazepin-3-yl]-2-(2-fluorophenyl)-5H,6H,7H-pyrazolo[3,2-b][1,3]oxazine-3-carboxamide